4'-((6-butyl-5-(3,4-dihydroquinolin-1(2H)-yl)-2,4-dihydroxypyridin-3-yl)sulfonyl)-N,N-dimethyl-[1,1'-biphenyl]-2-carboxamide C(CCC)C1=C(C(=C(C(=N1)O)S(=O)(=O)C1=CC=C(C=C1)C=1C(=CC=CC1)C(=O)N(C)C)O)N1CCCC2=CC=CC=C12